4-[5-(difluoromethyl)-1,3,4-thiadiazol-2-yl]-8-[(3R,5R)-3,5-dimethylpiperazin-1-yl]-2-methyl-N-(1-methylcyclopropyl)quinazoline-6-sulfonamide FC(C1=NN=C(S1)C1=NC(=NC2=C(C=C(C=C12)S(=O)(=O)NC1(CC1)C)N1C[C@H](N[C@@H](C1)C)C)C)F